CC1=NC=CC(=C1)NC1=NC2=C(C=3N1N=C(C3)C(=O)O)C=NC=C2 6-((2-methylpyridin-4-yl)amino)pyrazolo[1,5-c]pyrido[3,4-e]pyrimidine-9-carboxylic acid